3-[[6-(2,2-difluoroethoxy)-4-[2-[(6-methylpyrazin-2-yl)amino]pyrazolo[1,5-a]pyridin-5-yl]-3-pyridyl]oxy]-2,2-dimethyl-propanenitrile FC(COC1=CC(=C(C=N1)OCC(C#N)(C)C)C1=CC=2N(C=C1)N=C(C2)NC2=NC(=CN=C2)C)F